4-{[(tert-butyl(dimethyl)silyl)oxy]phenyl}-3,4-dihydropyrido[2,1-c][1,2,4]thiadiazine 2,2-dioxide [Si](C)(C)(C(C)(C)C)OC1=C(C=CC=C1)C1N2C(=NS(C1)(=O)=O)C=CC=C2